5-(4-fluorophenyl)-1,3,4-thiadiazole-2-carboxylic acid ethyl ester C(C)OC(=O)C=1SC(=NN1)C1=CC=C(C=C1)F